tert-butyl-(E)-6-cyano-5-(((dimethylamino)methylene)amino)-3',6'-dihydro-[2,4'-bipyridine] C(C)(C)(C)C=1C(=NC(=C(C1)/N=C/N(C)C)C#N)C=1CC=NCC1